FC=1C=C(COC2=NC(N3C(N4[C@@H](COCC4)C3)=C2)=O)C=C(C1OC1=CC(=NC=C1)C(F)(F)F)F (R)-7-((3,5-difluoro-4-((2-(trifluoromethyl)pyridin-4-yl)oxy)benzyl)oxy)-3,4,11,11a-tetrahydropyrimido[6',1':2,3]imidazo[5,1-c][1,4]oxazin-9(1H)-one